N-[5-(6-ethyl-3,6-Diazabicyclo[3.1.1]heptan-3-yl)pyridin-2-yl]-5-fluoro-4-(2-methyl-3-propan-2-ylthieno[2,3-d]imidazol-5-yl)pyrimidin-2-amine C(C)N1C2CN(CC1C2)C=2C=CC(=NC2)NC2=NC=C(C(=N2)C2=CC1=C(N(C(=N1)C)C(C)C)S2)F